N-[3'-(trimethoxysilyl)propyl]-1,2-ethylenediamine CO[Si](CCCNCCN)(OC)OC